C(C1=CC=CC=C1)OC=1C=C(OCCOC2CCN(CC2)C=2N=CC(=NC2)C(=O)OC)C=CC1 Methyl 5-[4-[2-(3-benzyloxyphenoxy)ethoxy]-1-piperidyl]pyrazine-2-carboxylate